bis(7-(dodecanoyloxy)heptyl) 2-(3-(1-methylpiperidin-4-yl)propyl)-1,3-dioxolane-4,5-dicarboxylate CN1CCC(CC1)CCCC1OC(C(O1)C(=O)OCCCCCCCOC(CCCCCCCCCCC)=O)C(=O)OCCCCCCCOC(CCCCCCCCCCC)=O